BrC=1C=C(C(=O)NC(C)C2=NC=CN=C2C=2N=CC(N(C2)C)=O)C=C(C1)C(F)(F)F 3-bromo-N-[1-[3-(4-methyl-5-oxo-pyrazin-2-yl)pyrazin-2-yl]ethyl]-5-(trifluoromethyl)benzamide